BrC=1C(=C2C(=NC=NC2=CC1)NC1=CC(=C(C=C1)OC1=CC2=C(N(N=N2)C)C=C1)C)F 6-bromo-5-fluoro-N-(3-methyl-4-((1-methyl-1H-benzo[d][1,2,3]triazol-5-yl)oxy)phenyl)quinazolin-4-amine